tris(2,3-dimethylbutyl)aluminium CC(C[Al](CC(C(C)C)C)CC(C(C)C)C)C(C)C